F[C@@H](C(=O)NC1=CC=C(C=C1)NCC1=CC=C(C=C1)O)[C@H](CCCC)F (2S,3S)-2,3-difluoro-N-(4-((4-hydroxybenzyl)amino)phenyl)heptanamide